N-(3-(((2-Methyl-7-(pyridin-4-yl)-2,3-dihydrofuro[3,2-c]pyridin-4-yl)amino)methyl)phenyl)acetamid CC1CC=2C(=NC=C(C2O1)C1=CC=NC=C1)NCC=1C=C(C=CC1)NC(C)=O